2-((S)-1-(2,5-dioxo-2,5-dihydro-1H-pyrrol-1-yl)-14-isopropyl-12-oxo-3,6,9-trioxa-13-azapentadecane-15-amido)-5-ureidovaleramide O=C1N(C(C=C1)=O)CCOCCOCCOCCC(N[C@H](C(=O)NC(C(=O)N)CCCNC(=O)N)C(C)C)=O